3-[(cyclobutylamino)methyl]-1-(4-methylbenzyl)-1H-indole-2-carboxylic acid C1(CCC1)NCC1=C(N(C2=CC=CC=C12)CC1=CC=C(C=C1)C)C(=O)O